FC12CC3(CC(CC(C1)(C3)F)C2)C(=O)N2[C@H](CN(CC2)C(=O)OC(C)(C)C)C tert-butyl (3S)-4-(3,5-difluoroadamantane-1-carbonyl)-3-methyl-piperazine-1-carboxylate